6-methoxy-1H-pyrazolo[4,3-b]pyridine-1-carboxylate COC=1C=C2C(=NC1)C=NN2C(=O)[O-]